CC1=NC2=CC=CC=C2C(=N1)NC=1C=C2CC(NC2=CC1)=O 5-((2-methyl-quinazoline-4-yl)amino)indolin-2-one